FC=1C=C(C=C2C=CC(=NC12)C=1C=C(C=2N(C1)C=C(N2)C)F)N2C[C@@H](N([C@H](C2)C)C(=O)OC(C)(C)C)C tert-butyl (2S,6S)-4-(8-fluoro-2-{8-fluoro-2-methylimidazo[1,2-a]pyridin-6-yl}quinolin-6-yl)-2,6-dimethylpiperazine-1-carboxylate